(5-chlorothien-2-yl)-N-methylthiazol-2-amine ClC1=CC=C(S1)C=1N=C(SC1)NC